CN1CCC(CC1)N1CC=2NC(=NC2C1)C1=NC=CC(=C1)C1=C(N=C2N1CCC2)C2=NC(=CC=C2)C 5-(1-Methylpiperidin-4-yl)-2-(4-(2-(6-methylpyridin-2-yl)-6,7-dihydro-5H-pyrrolo[1,2-a]imidazol-3-yl)pyridin-2-yl)-1,4,5,6-tetrahydropyrrolo[3,4-d]imidazole